OC(C)C12CN(CC(CC1)N2C(=O)OC(C)(C)C)C(C2=CC=CC=C2)(C2=CC=CC=C2)C2=CC=CC=C2 Tert-butyl 1-(1-hydroxyethyl)-3-trityl-3,8-diazabicyclo[3.2.1]octane-8-carboxylate